(R)-1-(tert-butoxycarbonyl)-4-fluoropyrrolidine-2-carboxylic acid C(C)(C)(C)OC(=O)N1[C@H](CC(C1)F)C(=O)O